N-(3-Amino-4-methoxy-5-(1-methyl-1H-pyrazol-3-yl)phenethyl)cyclopropane-1,1-dicarboxamide NC=1C=C(CCNC(=O)C2(CC2)C(=O)N)C=C(C1OC)C1=NN(C=C1)C